(2,4,6-trifluoromethyl(phenyl))borate FCC1=C(C(=CC(=C1)CF)CF)OB([O-])[O-]